N-butyl-pyridine bisulfate S(O)(O)(=O)=O.C(CCC)N1CC=CC=C1